(7R)-14-cyclohexyl-7-{[2-(dimethylamino)ethyl](methyl)amino}-7,8-dihydro-6H-indolo[1,2-e][1,5]benzoxazocine-11-carboxylic Acid C1(CCCCC1)C=1C=2C=CC(=CC2N2C[C@H](COC3=C(C21)C=CC=C3)N(C)CCN(C)C)C(=O)O